6-(2-amino-6-fluoro-5-(3-((4-methoxypiperidin-1-yl)methyl)-4-thiomorpholinophenyl)pyridin-3-yl)-3,4-dihydroisoquinolin-1(2H)-one NC1=NC(=C(C=C1C=1C=C2CCNC(C2=CC1)=O)C1=CC(=C(C=C1)N1CCSCC1)CN1CCC(CC1)OC)F